C(C(=O)O)(=O)O.CN(CCCC(C(C)C)N1CC2(C1)CN(CC2)C=2N=CN=NC2OC2=C(C(=O)N(C(C)C)C(C)C)C=C(C=C2)F)C 2-((5-(2-(6-(dimethylamino)-2-methylhexan-3-yl)-2,6-diazaspiro[3.4]oct-6-yl)-1,2,4-triazin-6-yl)oxy)-5-fluoro-N,N-diisopropylbenzamide oxalate